CN(C(C=C)=O)CC1=CC(=CC=C1)NC1=NC(=NC=C1C)NC1=CC=CC=C1 N-methyl-N-(3-(5-methyl-2-(phenylamino)pyrimidin-4-ylamino)benzyl)acrylamide